COCC12CC(C1)(C2)NC(OC(C)(C)C)=O tert-butyl (3-(methoxymethyl)bicyclo[1.1.1]pentan-1-yl)carbamate